ClC=1C=C(C=C(C1)Cl)S(=O)(=O)N1[C@@H](CCC1)C(=O)O (2S)-1-(3,5-dichlorophenyl)sulfonylpyrrolidine-2-carboxylic acid